ClC=1C(=C(C(=O)NC=2C=NC=[N+](C2)[O-])C(=CC1C(F)(F)F)OC1=C(C=C(C(=C1)F)F)OC([2H])([2H])[2H])F 5-(3-chloro-6-(4,5-Difluoro-2-(methoxy-d3)phenoxy)-2-fluoro-4-(trifluoromethyl)benzoylamino)pyrimidine 1-oxide